BrC1=C(N=C(C=2N1N=CC2)N2CCC1(CC2)[C@@H](C2=CC=C(C=C2C1)OC)N)C (1S)-r-(7-bromo-6-methyl-pyrazolo[1,5-a]pyrazin-4-yl)-5-methoxy-spiro[indane-2,4'-piperidine]-1-amine